C1CCCC=C1 2,3-dihydro-1H-benzene